C1(CCC1)OC1=C(C=CC(=C1F)F)[C@@H]1[C@@H](O[C@]([C@H]1C)(C(F)(F)F)C)C(=O)NC1=CC(=NC=C1)C(=O)N 4-[[(2R,3R,4S,5R)-3-[2-(Cyclobutoxy)-3,4-difluorophenyl]-4,5-dimethyl-5-(trifluoromethyl)tetrahydrofuran-2-carbonyl]amino]pyridin-2-carboxamid